ClC1=NC=C(C(=C1)N[C@H]1[C@@](CCC1)(O)C)CO (1R,2R)-2-((2-chloro-5-(hydroxymethyl)pyridin-4-yl)amino)-1-methylcyclopentanol